FC(C=1C=C(C=C(C1)C(F)(F)F)NC(CCN(C(O)=O)C1CCC2=CC(=CC=C12)Br)=O)(F)F (3-((3,5-bis(trifluoromethyl)phenyl)amino)-3-oxopropyl)(5-bromo-2,3-dihydro-1H-inden-1-yl)carbamic acid